ClC1=CC=C(C=C1)[C@@]1(N(C(C2=CC(=CC(=C12)F)C(CC)(O)C1(CCN(CC1)C)F)=O)CC1=NC=C(C=N1)Cl)O[C@@H]1COCC1 (3R)-3-(4-chlorophenyl)-2-[(5-chloropyrimidin-2-yl)methyl]-4-fluoro-6-[1-(4-fluoro-1-methylpiperidin-4-yl)-1-hydroxypropyl]-3-[(3S)-oxolan-3-yloxy]-2,3-dihydro-1H-isoindol-1-one